C(C)(C)(C)OC(=O)C=1C=NC(=C(C(=O)O)C1)OC.[Xe].[V] vanadium xenon 5-(tert-butoxycarbonyl)-2-methoxynicotinic acid